F[C@@H]1C[C@@]2(CCCN2C1)COC1=NC2=C(C(=C(C=C2C(=N1)N1CC2CCC(C1)N2)Cl)C2=C(C(=CC(=N2)N)C)C(F)(F)F)F 6-(2-{[(2R,7aS)-2-fluoro-hexahydro-1H-pyrrolizin-7a-yl]methoxy}-6-chloro-4-{3,8-diazabicyclo[3.2.1]oct-3-yl}-8-fluoroquinazolin-7-yl)-4-methyl-5-(trifluoromethyl)pyridin-2-amine